(R)-7-(((benzyloxy)carbonyl)(methyl)amino)-2-(3-iodophenyl)-2,6,6-trimethylheptanoic acid C(C1=CC=CC=C1)OC(=O)N(CC(CCC[C@](C(=O)O)(C)C1=CC(=CC=C1)I)(C)C)C